(S)-2-((tert-butoxycarbonyl)amino)-2-cyclohexylacetic acid C(C)(C)(C)OC(=O)N[C@H](C(=O)O)C1CCCCC1